(3S,4S)-4-(5-chloro-1-methyl-pyrazol-4-yl)-N-(2-fluorophenyl)-1-methyl-2-oxo-pyrrolidine-3-carboxamide ClC1=C(C=NN1C)[C@@H]1[C@H](C(N(C1)C)=O)C(=O)NC1=C(C=CC=C1)F